C(C=CC=C\C=C/CCCCCCCCC)=O 7Z,9E,11E-Hexadecatrienal